C(C)(C)(C)OC(N[C@@H]1CO[C@@H](C[C@@H]1O)C(=O)N1[C@H](C2=CC=CC=C2CC1)C1=CC=C(C=C1)F)=O ((3R,4S,6S)-6-((S)-1-(4-fluorophenyl)-1,2,3,4-tetrahydroisoquinoline-2-carbonyl)-4-hydroxytetrahydro-2H-pyran-3-yl)carbamic acid tert-butyl ester